bromofluoromethane-d2 BrC([2H])([2H])F